C(C)(C)(C)OC(=O)N1CCC(CC1)C1=CC=C(C=C1)CCC(=O)O 3-(4-(1-(tert-butoxycarbonyl)piperidin-4-yl)phenyl)propanoic acid